4,6-dimethylfurano[3,4-c]pyridin-1(3H)-one CC1=NC(=CC2=C1COC2=O)C